C(C)(=O)N[C@@H](CCC(N)=O)C(=O)OCCCCCCCCCCCCCCCC(C)C N-acetyl-glutamine, isostearyl ester